ClC=1C(=C2C(=NC1)NC(=N2)C2=CC=C(C=C2)N2CCN(CC2)C(=O)C=2C=NC=CC2)NC2CCN(CC2)CC2=CC=C(C=C2)OC 6-Chloro-N-[1-(4-methoxybenzyl)piperidin-4-yl]-2-{4-[4-(pyridin-3-ylcarbonyl)piperazin-1-yl]phenyl}-3H-imidazo[4,5-b]pyridin-7-amine